ruthenium 2,2'-bipyridine N1=C(C=CC=C1)C1=NC=CC=C1.[Ru]